C(C)OC(CC1CN(CCC1)C=1C(=NC(=CC1)C=1N=NN(C1CO)C)C(F)(F)F)=O 2-(1-(6-(5-(hydroxymethyl)-1-methyl-1H-1,2,3-triazole-4-yl)-2-(trifluoromethyl)pyridin-3-yl)piperidin-3-yl)acetic acid ethyl ester